N-(5-bromo-2-cyanophenyl)-N-(tert-butoxycarbonyl)glycine tert-butyl ester C(C)(C)(C)OC(CN(C(=O)OC(C)(C)C)C1=C(C=CC(=C1)Br)C#N)=O